chloroethanal ethyl hemiacetal C(C)OC(CCl)O